O[C@H]1[C@@H](CCCC1)NC=1N=NC(=C(N1)C)C1=C(C=C(C=C1)C(F)(F)F)O 2-(3-(((1r,2r)-2-hydroxycyclohexyl)amino)-5-methyl-1,2,4-triazin-6-yl)-5-(trifluoromethyl)phenol